6-((3-(4-methyl-1H-imidazol-1-yl)-5-(trifluoromethyl)phenyl)carbamoyl)indoline-1-carboxylic acid tert-butyl ester C(C)(C)(C)OC(=O)N1CCC2=CC=C(C=C12)C(NC1=CC(=CC(=C1)C(F)(F)F)N1C=NC(=C1)C)=O